COCC1=NN(C(C=C1)=O)C=1C=CC(=NC1)N[C@@H]1C[C@@H](CC1)CNC(=O)C1=CC(=NO1)C N-[[(1R,3S)-3-[[5-[3-(methoxymethyl)-6-oxo-pyridazin-1-yl]-2-pyridyl]amino]cyclopentyl]methyl]-3-methyl-isoxazole-5-carboxamide